(R)-N-((1R,2R)-1-(3-chloro-4-(oxetan-3-yloxy)phenyl)-1-hydroxy-3-(pyrrolidin-1-yl)propan-2-yl)-1-(4-chlorophenyl)pyrrolidine-3-carboxamide ClC=1C=C(C=CC1OC1COC1)[C@H]([C@@H](CN1CCCC1)NC(=O)[C@H]1CN(CC1)C1=CC=C(C=C1)Cl)O